FC=1C=C(C(=O)NC=2C=CC3=C(OCCN3C)C2)C=C(C1O)C=O 3-fluoro-5-formyl-4-hydroxy-N-(4-methyl-3,4-dihydro-2H-benzo[b][1,4]oxazin-7-yl)benzamide